C(CC)C(CC(C(C(=O)[O-])S(=O)(=O)O)(C(=O)[O-])CC(CCCCC)CCC)CCCCC.[Na+].CN1C(N(C2=C1C(=CC=C2)C#CCCC2CCNCC2)C2C(NC(CC2)=O)=O)=O.[Na+] 3-{3-methyl-2-oxo-4-[4-(piperidin-4-yl)but-1-yn-1-yl]-1,3-benzodiazol-1-yl}piperidine-2,6-dione Sodium bis-(2-propylheptyl)sulfosuccinate